nonylpropenyl phenyl ether ammonium [NH4+].C1(=CC=CC=C1)OC(=CC)CCCCCCCCC